4-chloro-3-cyano-N-(4-fluoro-3-((3-(9-(tetrahydro-2H-pyran-2-yl)-9H-purin-6-yl)pyridin-2-yl)amino)phenyl)benzamide ClC1=C(C=C(C(=O)NC2=CC(=C(C=C2)F)NC2=NC=CC=C2C2=C3N=CN(C3=NC=N2)C2OCCCC2)C=C1)C#N